methyl (Z)-2-(4-cyano-2,6-dimethylphenyl)-3-(dimethylamino)acrylate C(#N)C1=CC(=C(C(=C1)C)/C(/C(=O)OC)=C/N(C)C)C